(E)-N-(4-((3-chloro-2-fluorophenyl)amino)-5-(3-cyanophenyl)quinazolin-6-yl)-4-(dimethylamino)but-2-enamide ClC=1C(=C(C=CC1)NC1=NC=NC2=CC=C(C(=C12)C1=CC(=CC=C1)C#N)NC(\C=C\CN(C)C)=O)F